1-(6-(3,3-difluoroazetidin-1-yl)pyridin-2-yl)-6-(trifluoromethoxy)-1H-indole-2-carboxamide FC1(CN(C1)C1=CC=CC(=N1)N1C(=CC2=CC=C(C=C12)OC(F)(F)F)C(=O)N)F